NC=1C=NC=C(C1)N 3-amino-5-aminopyridine